FC([C@H](N(C)C)C=1NC(=CN1)CC1=CC=NC=C1)(F)F (R)-2,2,2-Trifluoro-N,N-dimethyl-1-(5-(pyridin-4-ylmethyl)-1H-imidazol-2-yl)ethan-1-amine